methyl-3-methoxybenzoate COC(C1=CC(=CC=C1)OC)=O